Phenylpyridineyl-(terphenylyl)indolocarbazole C1(=CC=CC=C1)C1=C(C(=C2C(=C1)N=C1C=CC3=C4C=CC=CC4=NC3=C12)C1=C(C=CC=C1)C=1C(=CC=CC1)C1=CC=CC=C1)C1=NC=CC=C1